(S)-N-(1-(7-(Fluoromethoxy)-2-methylquinolin-5-yl)cyclopropyl)-2-methyl-5-((1-methylazetidin-2-yl)methoxy)benzamide FCOC1=CC(=C2C=CC(=NC2=C1)C)C1(CC1)NC(C1=C(C=CC(=C1)OC[C@H]1N(CC1)C)C)=O